(E)-4-(3-fluorophenyl)but-3-en-2-one FC=1C=C(C=CC1)/C=C/C(C)=O